C(C=C)N1N(C2=NC(=NC=C2C1=O)NC1=CC(=C(C=C1)N1CCN(CC1)C)CO)C1=CC=CC(=N1)S(=O)(=O)N 6-(2-allyl-6-((3-(hydroxymethyl)-4-(4-methylpiperazin-1-yl)phenyl)amino)-3-oxo-2,3-dihydro-1H-Pyrazolo[3,4-d]pyrimidin-1-yl)pyridin-2-sulfonamide